BrC1=NN(C(=C1C)NC(=O)N[C@@H]1CN(C[C@H]1C1=CC=C(C=C1)F)CCOC)C1=CC=CC=C1 1-(3-bromo-4-methyl-1-phenyl-1H-pyrazol-5-yl)-3-((3s,4r)-4-(4-fluorophenyl)-1-(2-methoxyethyl)pyrrolidin-3-yl)urea